C(C1=CC=CC=C1)N(CCOCCOCCOCCOCCOCCOCCCOCC1=CC=CC=C1)C N-benzyl-2-[2-[2-[2-[2-[2-(3-benzyloxypropoxy)ethoxy]ethoxy]ethoxy]ethoxy]ethoxy]-N-methyl-ethanamine